CN1N=CC(=C1)C1=CC=C2C(=N1)C(=CS2)C2=CC(=NC=C2)N 4-(5-(1-methyl-1H-pyrazol-4-yl)thieno[3,2-b]pyridin-3-yl)pyridin-2-amine